morpholinoamide N1(CCOCC1)C(=O)N